4,8-bis(5-(2-hexyl)thiophen-2-yl)benzo[1,2-b:4,5-b']dithiophene CC(CCCC)C1=CC=C(S1)C1=C2C(SC=C2)=C(C2=C1SC=C2)C=2SC(=CC2)C(C)CCCC